bis-(propyltetramethyl-cyclopentadienyl)barium C(CC)C1=C(C(=C(C1(C)[Ba]C1(C(=C(C(=C1CCC)C)C)C)C)C)C)C